Cl.NCC1(CC1)C(=O)OC methyl 1-(aminomethyl)cyclopropanecarboxylate hydrochloride salt